[NH+]1=CC=CC=C1.C(=CC1=CC=CC=C1)S(=O)(=O)[O-] styrenesulfonate pyridinium